N,N'-di-Boc-N''-trifluoromethanesulfonylguanidine C(=O)(OC(C)(C)C)NC(=NS(=O)(=O)C(F)(F)F)NC(=O)OC(C)(C)C